FC=1C(=C(C=CC1)NC1=C(NC2=C1C(NCC2)=O)C2=C(C=NC=C2)OC[C@H]2N(CCCC2)C(=O)OC(C)(C)C)C tert-butyl (2S)-2-[[(4-[3-[(3-fluoro-2-methylphenyl)amino]-4-oxo-1H,5H,6H,7H-pyrrolo[3,2-c]pyridin-2-yl]pyridin-3-yl)oxy]methyl]piperidine-1-carboxylate